N-[(6-Amino-2-pyridyl)sulfonyl]-2-[(4S)-2,2,4-trimethylpyrrolidin-1-yl]pyridin-3-carboxamid NC1=CC=CC(=N1)S(=O)(=O)NC(=O)C=1C(=NC=CC1)N1C(C[C@@H](C1)C)(C)C